CC1=NC(=CC=C1S(=O)(=O)N1CC2(C1)CN(C2)[C@H](C)C2COC2)C(F)(F)F (R)-2-((2-methyl-6-(trifluoromethyl)pyridin-3-yl)sulfonyl)-6-(1-(oxetan-3-yl)ethyl)-2,6-diazaspiro[3.3]heptane